C(CCCCCCCCCCCCCC)N[C@H]1CN(CC1)C(=O)C1=CC=C(C(=O)N2C[C@H]([C@@H](C2)C(=O)N[C@@H]2[C@H](C2)C2=CC=CC=C2)C(=O)N[C@@H]2[C@H](C2)C2=CC=CC=C2)C=C1 (3S,4S)-1-(4-((R)-3-(pentadecylamino)pyrrolidine-1-carbonyl)benzoyl)-N3,N4-bis((1S,2R)-2-phenylcyclopropyl)pyrrolidine-3,4-dicarboxamide